ethyl-[(4-fluorophenyl) methyl] disulfide C(C)SSCC1=CC=C(C=C1)F